1-[(1R)-1-(3-bromophenyl)-2-hydroxyethyl]-3-(3-fluoro-1-bicyclo[1.1.1]pentanyl)urea BrC=1C=C(C=CC1)[C@H](CO)NC(=O)NC12CC(C1)(C2)F